ClCCC(=C(C1=CC=CC=C1)C1=CC=C(OCCN2CCC(CC2)CN2CC3N(C(C2)C3)C=3C=C2C(N(C(C2=CC3F)=O)C3C(NC(CC3)=O)=O)=O)C=C1)C1=CC=CC=C1 5-(3-((1-(2-(4-(4-chloro-1,2-diphenylbut-1-en-1-yl)phenoxy)ethyl)piperidin-4-yl)methyl)-3,6-diazabicyclo[3.1.1]heptan-6-yl)-2-(2,6-dioxopiperidin-3-yl)-6-fluoroisoindoline-1,3-dione